N1=CC(=CC=C1)C=1C=CC2=C(NC(=N2)C2=CC(=CN2)C(=O)C2=C(C=CC=C2)C(F)(F)F)C1 (5-(6-(pyridin-3-yl)-1H-benzo[d]imidazol-2-yl)-1H-pyrrol-3-yl)(2-(trifluoromethyl)phenyl)methanone